COC=1C2=C(N=C(N1)NC1=CC=C(C=C1)CN1CCN(CC1)C)NC=C2C2=CC=C(C#N)C=C2 4-(4-methoxy-2-((4-((4-methylpiperazin-1-yl)methyl)phenyl)amino)-7H-pyrrolo[2,3-d]pyrimidin-5-yl)benzonitrile